ClC=1C=C(N=NC1)NCC1=C(C=C(C=C1)OC)OC 5-chloro-N-(2,4-dimethoxybenzyl)pyridazin-3-amine